(R)-2-methyl-N-((R)-1-(1-methyl-1H-pyrazolo[3,4-c]pyridin-5-yl)ethyl)propane-2-sulfinamide CC(C)(C)[S@@](=O)N[C@H](C)C=1C=C2C(=CN1)N(N=C2)C